C1(CCCC1)OC=1C=CC2=C(OC3=C2C=CC=C3F)C1F 3-cyclopentyloxy-4,6-difluorodibenzo[B,d]furan